9-([1,1'-biphenyl]-3-yl)-9'-([1,1'-biphenyl]-4-yl)-9h,9'h-3,3'-bicarbazole C1(=CC(=CC=C1)N1C2=CC=CC=C2C=2C=C(C=CC12)C=1C=CC=2N(C3=CC=CC=C3C2C1)C1=CC=C(C=C1)C1=CC=CC=C1)C1=CC=CC=C1